3,3-dimethyl-1,2-dithiolane CC1(SSCC1)C